Cl.FC1=CC(=C(C=C1)[C@@H]1CSC2=CC(=CC=C2[C@@H]1C1=CC=C(C=C1)OCCN1CC(C1)CF)O)OC Cis-3-(4-fluoro-2-methoxyphenyl)-4-(4-(2-(3-(fluoromethyl)azetidin-1-yl)ethoxy)phenyl)-7-hydroxythiochroman Hydrochloride